tert-Butyl N-(3-bicyclo[3.1.0]hexanylideneamino)carbamate C12CC(CC2C1)=NNC(OC(C)(C)C)=O